BrC=1C=C(C=CC1F)N1C(=NOC1=O)C1=NON=C1NCCC=1NC(N(C1)C)=C=O 4-(3-bromo-4-fluorophenyl)-3-(4-((2-(1-methyl-2-carbonylimidazol-4-yl)ethyl)amino)-1,2,5-oxadiazol-3-yl)-1,2,4-oxadiazol-5(4H)-one